4-(((2-(dimethyl-amino)pyridin-3-yl)sulfonyl)difluoro-methyl)-N-(pyridazin-4-yl)piperidine-1-carboxamide CN(C1=NC=CC=C1S(=O)(=O)C(C1CCN(CC1)C(=O)NC1=CN=NC=C1)(F)F)C